(S)-2-fluoro-5-(3-(3-(4-fluoro-1-methyl-1H-indazol-5-yl)-2-oxo-2,3-dihydro-1H-imidazol-1-yl)-4-methyl-4,5,6,7-tetrahydro-2H-pyrazolo[4,3-c]pyridin-2-yl)-3-methylbenzonitrile FC1=C(C#N)C=C(C=C1C)N1N=C2C([C@@H](NCC2)C)=C1N1C(N(C=C1)C=1C(=C2C=NN(C2=CC1)C)F)=O